ClC1=CC2=C(N=C(N=C2)NC2=C(C=CC=C2C)S(=O)(=O)NCCCN2CCNCC2)N(C1=O)C(C)C [(6-Chloro-8-isopropyl-7-oxo-pyrido[2,3-d]pyrimidin-2-yl)amino]-3-methyl-N-(3-piperazin-1-ylpropyl)benzenesulfonamide